C(C)(C)(C)C1=NOC(=N1)C(=O)NCC1=C(C=C(C=C1)C1=C2C(=NC=C1)NC(=N2)C=2C(=NN(C2C)C)C)C(F)(F)F 3-(tert-Butyl)-N-(2-(trifluoromethyl)-4-(2-(1,3,5-trimethyl-1H-pyrazol-4-yl)-3H-imidazo[4,5-b]pyridin-7-yl)benzyl)-1,2,4-oxadiazole-5-carboxamide